2-[[2,4-dimethylazetidine-1-carbonyl]amino]-4-[2-propoxyethyl-[4-(5,6,7,8-tetrahydro-1,8-naphthyridin-2-yl)butyl]amino]butanoic acid CC1N(C(C1)C)C(=O)NC(C(=O)O)CCN(CCCCC1=NC=2NCCCC2C=C1)CCOCCC